3'-methyl-4-pentyl-3-(1H-pyrazol-4-yl)-[1,1'-biphenyl]-2,6-diol CC=1C=C(C=CC1)C=1C(=C(C(=CC1O)CCCCC)C=1C=NNC1)O